3-(8-bromoquinoxalin-6-yl)-8-oxa-3-azabicyclo[3.2.1]Octane BrC=1C=C(C=C2N=CC=NC12)N1CC2CCC(C1)O2